CN1C(N(C2=NC(=NC=C12)NC1=CC2=C(N=CO2)C=C1C)C1(CCOCC1)C#N)=O 4-(7-Methyl-2-((5-methylbenzo[d]oxazol-6-yl)amino)-8-oxo-7,8-dihydro-9H-purine-9-yl)tetrahydro-2H-pyran-4-carbonitrile